C(C)(C)(C)N1C=C(C=2C1=NC(=CC2)C(=O)N2CCC1(CCC(N1)=O)CC2)C2=CC(=C(C=C2)Cl)F 8-(1-(tert-butyl)-3-(4-chloro-3-fluorophenyl)-1H-pyrrolo[2,3-b]pyridine-6-carbonyl)-1,8-diazaspiro[4.5]decan-2-one